Butyldi-1-adamantylphosphine palladium (0) [Pd].C(CCC)P(C12CC3CC(CC(C1)C3)C2)C23CC1CC(CC(C2)C1)C3